O1CCC(CC1)OCC(=O)O 2-((tetrahydro-2H-pyran-4-yl)oxy)acetic acid